COC=1C=C(C=CC1)C1=NN(C=C1)C1=NC=2N(C(=N1)N1CCOCC1)N=C(C2)C2=NN(C(=C2)C)C2OCCCC2 4-(2-(3-(3-methoxyphenyl)-1H-pyrazol-1-yl)-7-(5-methyl-1-(tetrahydro-2H-pyran-2-yl)-1H-pyrazol-3-yl)pyrazolo[1,5-a][1,3,5]triazin-4-yl)morpholine